6,6-difluoro-1,4-diazepan FC1(CNCCNC1)F